CC(CCN)CCN 3-methylpentane-1,5-diamine